[N+](=O)([O-])NC1=CC=CC=C1 Nitroaminobenzene